4-[(Methoxymethyl)oxy]-3-methyl-6-[(2-phenyl)ethynyl]-2,3-dihydrobenzofuran COCOC1=CC(=CC2=C1C(CO2)C)C#CC2=CC=CC=C2